N1C=CC2=C(C=CC=C12)C1=CC=C(C(=N1)N1C(C[C@@H](C1)C)(C)C)C(=O)NS(=O)(=O)C=1C(NC=CC1)=O 6-(1H-Indol-4-yl)-N-[(2-oxo-1H-pyridin-3-yl)sulfonyl]-2-[(4S)-2,2,4-trimethylpyrrolidin-1-yl]pyridin-3-carboxamid